ClC1=NC=NC(=C1Cl)Cl 4,5,6-trichloro-1,3-diazine